piperidine-3-carboxylic acid (2-o-tolyl-ethyl)-amide C1(=C(C=CC=C1)CCNC(=O)C1CNCCC1)C